N(CCNC(OCC=C)=O)CCNC(OCC=C)=O diallyl (azanediylbis(ethane-2,1-diyl))dicarbamate